FC1=C(C=C(C=C1)F)[C@@](CN1N=CN=C1)([C@@H](C)SSC(CC1=CC=NC=C1)(C)C)O (2R,3R)-2-(2,5-difluorophenyl)-3-((2-methyl-1-(pyridin-4-yl)propan-2-yl)disulfaneyl)-1-(1H-1,2,4-triazol-1-yl)butan-2-ol